[(2R)-2-[[7-bromo-6-chloro-4-(3,8-diazabicyclo[3.2.1]octan-3-yl)-8-fluoro-quinazolin-2-yl]oxymethyl]-1-methyl-pyrrolidin-2-yl]methanol BrC1=C(C=C2C(=NC(=NC2=C1F)OC[C@]1(N(CCC1)C)CO)N1CC2CCC(C1)N2)Cl